[1,4]Diazepine-2(7H)-carboxylic acid tert-butyl ester C(C)(C)(C)OC(=O)C1=NCC=CN=C1